F[Kr] fluorokrypton